CC1(C(N(C(N1CC1=CC=NC2=C1OC[C@H](N2)C)=O)C2=CC=C(C=C2)S(=O)(=O)C(F)(F)F)=O)C (R)-5,5-dimethyl-1-((3-methyl-3,4-dihydro-2H-pyrido[3,2-b][1,4]oxazin-8-yl)methyl)-3-(4-((trifluoromethyl)sulfonyl)phenyl)imidazolidine-2,4-dione